C(C1=CC=CC=C1)N1CC=2C(CC1)=NN(C2O)C2=NC=C(C=C2)Cl 5-benzyl-2-(5-chloropyridin-2-yl)-4,5,6,7-tetrahydro-2H-pyrazolo[4,3-c]pyridin-3-ol